BrC=1C=C(C=C2C(=C(NC12)C1=CCCN(C1)C(=O)OC(C)(C)C)F)C(N(C)C)=O Tert-butyl 5-[7-bromo-5-(dimethylcarbamoyl)-3-fluoro-1H-indol-2-yl]-3,6-dihydro-2H-pyridine-1-carboxylate